monon-octyl phosphite P(OCCCCCCCC)([O-])[O-]